C(C1=CC=CC=C1)OC(=O)N1[C@@H](CCC1)C1=NC(=NO1)CCCC1=CC=CC=C1 (S)-2-(3-(3-phenylpropyl)-1,2,4-oxadiazol-5-yl)pyrrolidine-1-carboxylic acid benzyl ester